6-(aminomethyl)-8-methylimidazo[1,2-a]pyrazin-2-amine 2,2,2-trifluoroacetate FC(C(=O)O)(F)F.NCC=1N=C(C=2N(C1)C=C(N2)N)C